C(C)(C)(C)OC(=O)N[C@@H]([C@H](OC1CC1)C)C(=O)OC methyl N-(tert-butoxycarbonyl)-O-cyclopropyl-L-threoninate